3-(6-(2-methylpyrimidin-5-yl)-4-(3-(piperidine-1-carbonyl)pyrazolo[1,5-a]pyridin-7-yl)pyridin-2-yl)oxazolidin-2-one CC1=NC=C(C=N1)C1=CC(=CC(=N1)N1C(OCC1)=O)C1=CC=CC=2N1N=CC2C(=O)N2CCCCC2